ClCCC1=CSC=C1 3-(2-chloroethyl)thiophene